FC=1C(=CC2=C(N(C=N2)C)C1)C#CC1=NN(C(=C1C(=O)N)NC)[C@@H]1CN([C@H](C1)CF)C(C=C)=O 3-[2-(6-fluoro-1-methyl-1,3-benzodiazol-5-yl)ethynyl]-1-[(3s,5r)-5-(fluoromethyl)-1-(prop-2-enoyl)pyrrolidin-3-yl]-5-(methylamino)pyrazole-4-carboxamide